FC(CC(C(=O)N)CC)(F)F (2,2,2-trifluoroethyl)butanamide